ClC=1C=C2C(=NC=NC2=C(C1C1=C(C=CC=C1O)F)F)N1CCN(CC1)C(C=C)=O 1-[4-[6-chloro-8-fluoro-7-(2-fluoro-6-hydroxyphenyl)quinazolin-4-yl]piperazin-1-yl]prop-2-en-1-one